BrC(C)C1=C2C=C(N(C(C2=CC(=C1)C)=O)C1CC1)N1CCC(CC1)(C)C 5-(1-bromoethyl)-2-cyclopropyl-3-(4,4-dimethylpiperidin-1-yl)-7-methylisoquinolin-1(2H)-one